C(C)(C)(C)OC(=O)N[C@@H]1CN(CC12CC2)C=2N=CC(=NC2)C(=O)OC methyl (S)-5-(7-((tert-butoxycarbonyl)amino)-5-azaspiro[2.4]heptan-5-yl)pyrazine-2-carboxylate